N1C(=NC=C1)NC(C1=CC=CC=C1)=O N-(1H-IMIDAZOL-2-YL)BENZAMIDE